O1COC=2C1=CC=1CCO[C@@H](C1C2)CNC (S)-1-(7,8-dihydro-5H-[1,3]dioxolo[4,5-g]isochromen-5-yl)-N-methyl-methylamine